C1=CC=C2C(=C1)C(C(=O)N2)(C3=NC=CS3)O The molecule is an oxindole that is indolin-2-one substituted at position 3 by thiazol-2-yl and hydroxy groups. It has a role as a metabolite. It is a member of 1,3-thiazoles, a tertiary alcohol and a member of oxindoles. It derives from an indolin-2-one.